C(C)C(C(=O)OCCOC(C(CCCC)CC)=O)CCCC ethylene glycol di(ethylhexanoate)